(R)-(-)-1-aminoindene N[C@@H]1C=CC2=CC=CC=C12